bis(isocyanatobutyl)benzene N(=C=O)CCCCC1=C(C=CC=C1)CCCCN=C=O